methyl 1-(2,3-difluorophenyl)-6-oxo-1,6-dihydropyridine-3-carboxylate FC1=C(C=CC=C1F)N1C=C(C=CC1=O)C(=O)OC